4-[(E)-3-[4-(3-Fluorophenoxy)phenyl]prop-2-enoyl]-3-hydroxybenzoic acid FC=1C=C(OC2=CC=C(C=C2)/C=C/C(=O)C2=C(C=C(C(=O)O)C=C2)O)C=CC1